dihydro-2H-isoindoleselon C1(NCC2CC=CC=C12)=[Se]